N-[4-(2,4-dioxo-1,2,3,4-tetrahydronaphtho[1,2-b][1,4]diazepin-5-yl)phenyl]-1-(2-nitrophenyl)methanesulfonamide O=C1CC(N(C2=C(N1)C1=CC=CC=C1C=C2)C2=CC=C(C=C2)NS(=O)(=O)CC2=C(C=CC=C2)[N+](=O)[O-])=O